tert-Butyl (4S)-2-(4-fluoro-3,5-dimethylphenyl)-3-[3-[6-fluoro-1-(2-methoxyethyl)indazol-5-yl]-2-oxoimidazol-1-yl]-4-methyl-6,7-dihydro-4H-pyrazolo[4,3-c]pyridine-5-carboxylate FC1=C(C=C(C=C1C)N1N=C2C([C@@H](N(CC2)C(=O)OC(C)(C)C)C)=C1N1C(N(C=C1)C=1C=C2C=NN(C2=CC1F)CCOC)=O)C